N-(4-oxo-3-(4-(2,2,2-trifluoroethoxy)phenyl)-2-(trifluoromethyl)-4H-pyrido[1,2-a]pyrimidin-8-yl)acetamide O=C1C(=C(N=C2N1C=CC(=C2)NC(C)=O)C(F)(F)F)C2=CC=C(C=C2)OCC(F)(F)F